Tert-butyl 4-((1-(5-(3-cyano-6-ethoxypyrazolo[1,5-a]pyridin-4-yl)pyridin-2-yl)-4-(2,5-difluorobenzamido)piperidin-4-yl)methyl)piperazine-1-carboxylate C(#N)C=1C=NN2C1C(=CC(=C2)OCC)C=2C=CC(=NC2)N2CCC(CC2)(NC(C2=C(C=CC(=C2)F)F)=O)CN2CCN(CC2)C(=O)OC(C)(C)C